FC=1C=C(CC=2C=C3C(=NNC3=CC2)NC(C2=C(C=C(C=C2)N2CCN(CC2)CC2=C(C=CC=C2)N2C(NC(CC2)=O)=O)NC2CCOCC2)=O)C=C(C1)F N-(5-(3,5-difluorobenzyl)-1H-indazol-3-yl)-4-(4-(2-(2,4-dioxotetrahydropyrimidin-1(2H)-yl)benzyl)piperazin-1-yl)-2-((tetrahydro-2H-pyran-4-yl)amino)benzamide